tert-butyl 4-(2-(4-(methylsulfonyl)benzyloxy)phenyl)-1H-imidazole-1-carboxylate CS(=O)(=O)C1=CC=C(COC2=C(C=CC=C2)C=2N=CN(C2)C(=O)OC(C)(C)C)C=C1